BrC=1C=C(C[C@@H]2N(CC[C@@H]2NS(=O)(=O)C)C(=O)OC(C)(C)C)C=C(C1)F Tert-Butyl cis-2-(3-bromo-5-fluorobenzyl)-3-((methylsulfonyl)amino)pyrrolidine-1-carboxylate